3,4-dichloro-5-neopentyloxyfuranone ClC1C(OC(=C1Cl)OCC(C)(C)C)=O